5-[(2-bromo-4-chloro-anilino)methylene]-2,2-dimethyl-1,3-dioxane-4,6-dione BrC1=C(NC=C2C(OC(OC2=O)(C)C)=O)C=CC(=C1)Cl